5-Bromo-N-(2,2,2-trifluoroethyl)thiophene-2-carboxamide BrC1=CC=C(S1)C(=O)NCC(F)(F)F